ClC1=CC=C(C=C1)C(C(F)(F)F)N(S(=O)(=O)C=1C=CC=2N(N1)C(N(N2)C)=O)C N-(1-(4-chlorophenyl)-2,2,2-trifluoroethyl)-N,2-dimethyl-3-oxo-2,3-dihydro-[1,2,4]triazolo[4,3-b]pyridazine-6-sulfonamide